pyrimidin-4-yl 2,2-dimethylpropanoate CC(C(=O)OC1=NC=NC=C1)(C)C